(1r,4R)-4-(4-(3-cyano-4-((2-cyano-4-fluorophenyl)thio)pyrazolo[1,5-a]pyridin-6-yl)-5-methyl-1H-pyrazol-1-yl)cyclohexyl D-valinate N[C@H](C(C)C)C(=O)OC1CCC(CC1)N1N=CC(=C1C)C=1C=C(C=2N(C1)N=CC2C#N)SC2=C(C=C(C=C2)F)C#N